4-(1-(pyridin-4-yl)ethyl)phthalazin-1(2H)-one N1=CC=C(C=C1)C(C)C1=NNC(C2=CC=CC=C12)=O